(5,6-difluoro-1H-indol-3-yl)-5-(piperidin-1-yl)isoindoline-2-carboxamide FC=1C=C2C(=CNC2=CC1F)C1N(CC2=CC(=CC=C12)N1CCCCC1)C(=O)N